OCC1=NC=CC(=C1)C1=CC=C(CC2=CC=C(C=C2)N2N=C(C=C2C)C(=O)N)C=C1 1-(4-(4-(2-(hydroxymethyl)pyridin-4-yl)benzyl)phenyl)-5-methyl-1H-pyrazole-3-carboxamide